methyl 5-((1-(tert-butoxycarbonyl)azetidin-3-yl)amino)-6-methylpicolinate C(C)(C)(C)OC(=O)N1CC(C1)NC=1C=CC(=NC1C)C(=O)OC